2-cyclopropyl-N-(3-methyltetrahydro-2H-pyran-4-yl)-11-oxo-11H-pyrido[2,1-b]quinazoline-6-carboxamide C1(CC1)C=1C=C2C(N3C(=NC2=CC1)C(=CC=C3)C(=O)NC3C(COCC3)C)=O